OC1CC(NC1)C(=O)NCCC1=CC=C(C=C1)C1=C(N=CS1)C 4-hydroxy-N-(4-(4-methylthiazol-5-yl)(phenyl)ethyl)pyrrolidine-2-carboxamide